COC1=CC=C(C=C1)CN1CCNCC1 1-[(4-methoxyphenyl)methyl]piperazine